OC(CC(=O)O)C.OC(CC(=O)O)C D-3-Hydroxybutyric Acid (β-Hydroxybutyrate)